6-(4-(8-isopropyl-3,8-diazabicyclo[3.2.1]oct-3-yl)phenyl)-1,4-dimethyl-2-(4-(methylsulfonyl)phenyl)-1H-pyrrolo[3,2-c]pyridine C(C)(C)N1C2CN(CC1CC2)C2=CC=C(C=C2)C2=CC1=C(C(=N2)C)C=C(N1C)C1=CC=C(C=C1)S(=O)(=O)C